2,6-dichloro-3,5-di-tert-butyl-toluene ClC1=C(C)C(=C(C=C1C(C)(C)C)C(C)(C)C)Cl